FC(CC=1C=2C3=CN=C(C(O[C@@H](C4=CC(=CC=C4C4=NN(C=C4CC2N(N1)C)C)F)C)=C3)N)F (19R)-3-(2,2-difluoroethyl)-16-fluoro-5,10,19-trimethyl-20-oxa-4,5,10,11,23-pentaazapentacyclo[19.3.1.02,6.08,12.013,18]pentacosa-1(24),2(6),3,8,11,13,15,17,21(25),22-decaen-22-amine